7-((1R,2R,3R,5S)-5-acetoxy-2-hydroxymethyl-3-((tetrahydro-2H-pyran-2-yl)oxy)cyclopentyl)heptanoic acid methyl ester COC(CCCCCC[C@@H]1[C@@H]([C@@H](C[C@@H]1OC(C)=O)OC1OCCCC1)CO)=O